C(CC#C)OCCCCNC(OC(C)(C)C)=O Tert-Butyl N-(4-but-3-ynoxybutyl)carbamate